CN1C(=NN=C1COC1=NC=CC(=C1)C(F)(F)F)[C@@H]1CC[C@H](CC1)C=1C=NN(C1)[C@@H]1CC[C@H](CC1)NC(OCC1=CC=CC=C1)=O Benzyl [trans-4-(4-{trans-4-[4-methyl-5-({[4-(trifluoromethyl)pyridin-2-yl]oxy}methyl)-4H-1,2,4-triazol-3-yl]cyclohexyl}-1H-pyrazol-1-yl)cyclohexyl]carbamate